2-(2,2-dimethylpyrrolidin-1-yl)ethanamine CC1(N(CCC1)CCN)C